2,6-di-tert-butyl-4-diazo-cyclohexa-2,5-dien-1-one C(C)(C)(C)C=1C(C(=CC(C1)=[N+]=[N-])C(C)(C)C)=O